[O-]CCCC.[O-]CCCC.[O-]CCCC.[Al+3] aluminum tri-butoxide